4-(5'-bromo-4,4-difluorospiro[cyclohexane-1,3'-indoline]-1'-carbonyl)-N-(tert-butyl)thiophene-2-sulfonamide BrC=1C=C2C3(CN(C2=CC1)C(=O)C=1C=C(SC1)S(=O)(=O)NC(C)(C)C)CCC(CC3)(F)F